N-[1-[2-allyl-1-[6-(1-hydroxy-1-methyl-ethyl)-2-pyridyl]-3-oxo-pyrazolo[3,4-d]pyrimidin-6-yl]-4-piperidyl]-2-fluoro-5-[(4-oxo-3H-phthalazin-1-yl)methyl]benzamide C(C=C)N1N(C2=NC(=NC=C2C1=O)N1CCC(CC1)NC(C1=C(C=CC(=C1)CC1=NNC(C2=CC=CC=C12)=O)F)=O)C1=NC(=CC=C1)C(C)(C)O